bis(hydroxyethylethoxy) terephthalate C(C1=CC=C(C(=O)OOC(C)CCO)C=C1)(=O)OOC(C)CCO